OCC1=CC=2CC3C(OC2C=C1)CCC3=O 7-(Hydroxymethyl)-3,3a-dihydro-cyclopenta[b]chroman-1(2H)-one